(2-(2,6-dioxopiperidin-3-yl)-4-fluoro-1-oxoisoindolin-5-yl)methylsulfonic acid O=C1NC(CCC1N1C(C2=CC=C(C(=C2C1)F)CS(=O)(=O)O)=O)=O